(2-(4-(2-((2-(bis(2-hydroxydodecyl)amino)ethyl)(2-hydroxydodecyl)amino)ethyl)piperazin-1-yl)ethylazanediyl)didodecan-2-ol OC(CN(CCN(CCN1CCN(CC1)CCN(CCCCCCCCCCC(C)O)CCCCCCCCCCC(C)O)CC(CCCCCCCCCC)O)CC(CCCCCCCCCC)O)CCCCCCCCCC